[C@@]12(CCCC3=CC=CC=C13)[C@@H](C2)C(=O)O |o1:0,10| (1R*,2R*)-3',4'-Dihydro-2'H-spiro[cyclopropane-1,1'-naphthalene]-2-carboxylic acid